Ethyl-(R)-2-(4-cyanophenyl)-3-oxo-2,3-dihydro-1H-benzol C(C)[C@H]1C(C(CC=C1)=O)C1=CC=C(C=C1)C#N